3-(5-(5-(difluoromethyl)-1,3,4-oxadiazol-2-yl)pyridin-2-yl)-3,6-diazabicyclo[3.1.1]heptan-6-ium trifluoroacetate FC(C(=O)[O-])(F)F.FC(C1=NN=C(O1)C=1C=CC(=NC1)N1CC2[NH2+]C(C1)C2)F